C[N+]1=CC=C(C=C1)/C=C/C2=CC=C(C=C2)C=O.COS(=O)(=O)[O-] N-methyl-4-(p-formylstyryl)pyridinium methylsulfate